4-(6-iodo-7-((2-(trimethylsilyl)ethoxy)methyl)-7H-pyrrolo[2,3-d]pyrimidin-4-yl)thiomorpholine 1,1-dioxide IC1=CC2=C(N=CN=C2N2CCS(CC2)(=O)=O)N1COCC[Si](C)(C)C